2,4-diamino-6-(1-(3,5-dimethoxyphenyl)-1H-1,2,3-triazol-4-yl)quinazoline tert-butyl-(2-(2-methyl-4-nitrophenyl)-2-azaspiro[3.3]heptan-6-yl)carbamate C(C)(C)(C)N(C(O)=O)C1CC2(CN(C2)C2=C(C=C(C=C2)[N+](=O)[O-])C)C1.NC1=NC2=CC=C(C=C2C(=N1)N)C=1N=NN(C1)C1=CC(=CC(=C1)OC)OC